[N+](=O)([O-])[C-]([N+](=O)[O-])[N+](=O)[O-] trinitromethanide